5-[4-(6-cyclopentylsulfanyl-2-pyridyl)-2,6-difluoro-phenyl]hexanoic acid C1(CCCC1)SC1=CC=CC(=N1)C1=CC(=C(C(=C1)F)C(CCCC(=O)O)C)F